C(CCCCCCCCCCCCC(C(=O)[O-])(CCCCCCCC)CCCCCC)C(C(=O)[O-])(CCCCCCCC)CCCCCC tridecane-1,13-diylbis(2-hexyldecanoate)